(2,4-di-t-butylphenyl)-1,1-biphenyl-4,4'-diphosphonite C(C)(C)(C)C1=C(C=CC(=C1)C(C)(C)C)OP([O-])C1=CC=C(C=C1)C1=CC=C(C=C1)P([O-])[O-]